ClC=1C(=NC=CC1C1=CC=C(C=C1)OC(F)(F)F)N1CCC(CC1)NC(=O)NC=1C=NC=CC1 1-(1-(3-Chloro-4-(4-(trifluoro-methoxy)phenyl)pyridin-2-yl)piperidin-4-yl)-3-(pyridin-3-yl)urea